1-cyclopropyl-3-((diphenylmethylene)amino)indol-2-one C1(CC1)N1C(C(C2=CC=CC=C12)N=C(C1=CC=CC=C1)C1=CC=CC=C1)=O